O=C(CCCC1=C(C=C(C(=C1)F)F)F)N1CC=2N(CC1)C(=NN2)C(F)(F)F 4-oxo-4-[3-(trifluoromethyl)-5,6-dihydro-[1,2,4]triazolo[4,3-a]pyrazin-7(8H)-yl]-1-(2,4,5-trifluorophenyl)butan